ClC=1C=CC=2C(=C3N(C2C1C=1C(=NNC1C)C)CCCN(C3=O)C3=CC=CC=C3)CCCOC3=CC(=C(C(=C3)C)Cl)C 8-chloro-11-(3-(4-chloro-3,5-dimethylphenoxy)propyl)-7-(3,5-dimethyl-1H-pyrazol-4-yl)-2-phenyl-2,3,4,5-tetrahydro-1H-[1,4]diazepino[1,2-a]indol-1-one